(3,4-methylenedioxyphenyl)-1-(4-(hydroxycarbamoyl)benzyl)-1H-indole-2-carboxamide C1OC=2C=C(C=CC2O1)C1=C(N(C2=CC=CC=C12)CC1=CC=C(C=C1)C(NO)=O)C(=O)N